O=C1N(C(CN1C1=CC(=CC=C1)C(F)(F)F)=O)C1CC2(CC(C2)OC2=C(C(=O)N)C=CC=N2)C1 2-(((αR)-6-(2,5-dioxo-3-(3-(trifluoromethyl)phenyl)imidazolidin-1-yl)spiro[3.3]heptan-2-yl)oxy)nicotinamide